2-isopropoxybenzenesuccinic acid dipropyl ester C(CC)OC(CC(C(=O)OCCC)C1=C(C=CC=C1)OC(C)C)=O